1-((1S,3R)-3-((5-cyano-4-(1-cyclopropyl-1H-pyrazol-4-yl)pyrimidin-2-yl)amino)cyclohexyl)-1H-imidazo[4,5-c]pyridine-7-carbonitrile C(#N)C=1C(=NC(=NC1)N[C@H]1C[C@H](CCC1)N1C=NC=2C=NC=C(C21)C#N)C=2C=NN(C2)C2CC2